FC1=CC=C(C=C1)NC(=O)NC=1SC2=C(N1)C=C(C=C2)C=2C=C1C(N(C=NC1=CC2)CCC(C)C)=O 1-(4-fluorophenyl)-3-(5-(3-isopentyl-4-oxo-3,4-dihydroquinazolin-6-yl)benzo[d]thiazol-2-yl)urea